3-acrylamido-5-bromo-N-((4,6-dimethyl-2-oxo-1,2-dihydropyridin-3-yl)methyl)-2-methylbenzamide C(C=C)(=O)NC=1C(=C(C(=O)NCC=2C(NC(=CC2C)C)=O)C=C(C1)Br)C